1-(4-(aminomethyl)-1-oxo-1,2-dihydrophthalazin-6-yl)-N-((5-(2,6-difluorophenyl)pyridin-2-yl)methyl)-N-(6,7-dihydro-5H-cyclopenta[b]pyridin-7-yl)cyclopropane-1-carboxamide NCC1=NNC(C2=CC=C(C=C12)C1(CC1)C(=O)N(C1CCC=2C1=NC=CC2)CC2=NC=C(C=C2)C2=C(C=CC=C2F)F)=O